FC1=C(C=CC=C1)N1N=CC(=C1)C1=NC=NC=C1OC[C@@H]1CC[C@H](CC1)N trans-4-(((4-(1-(2-fluorophenyl)-1H-pyrazol-4-yl)pyrimidin-5-yl)oxy)methyl)cyclohexane-1-amine